(4-methoxyphenyl)-6-phenyl-2-(1,2,3,6-tetrahydropyridin-4-yl)pyrimidin-4-amine COC1=CC=C(C=C1)C=1C(=NC(=NC1C1=CC=CC=C1)C=1CCNCC1)N